C1(CCCCC1)OC1(CN(C1)C(=O)OC(C)(C)C)C tert-butyl 3-(cyclohexyloxy)-3-methylazetidine-1-carboxylate